NC=1C(=NN(C1)C(C(=O)N)(C)C)C (4-amino-3-methyl-1H-pyrazol-1-yl)-2-methylpropanamide